ClC1=NC2=C(C=C(C=C2C(N1C1(CC1)C)=O)C)C(C)=NS(=O)C(C)(C)C N-(1-(2-chloro-6-methyl-3-(1-methylcyclopropyl)-4-oxo-3,4-dihydroquinazolin-8-yl)ethylidene)-2-methylpropane-2-sulfinamide